NN1C(=NC(=C1C(=O)OCC)C1=CC=C(C=C1)C(NC1=NC=CC(=C1)OC)=O)[C@H]1N(CCC1)C(=O)OC(C)(C)C (S)-ethyl 1-amino-2-(1-(tert-butoxycarbonyl)pyrrolidin-2-yl)-4-(4-((4-methoxypyridin-2-yl)carbamoyl)phenyl)-1H-imidazole-5-carboxylate